3-(4-(2,5-diazabicyclo[2.2.1]heptane-2-yl)-5-fluoro-1-oxoisoindoline-2-yl)piperidine C12N(CC(NC1)C2)C2=C1CN(C(C1=CC=C2F)=O)C2CNCCC2